N-{(2S)-4-chloro-3-oxo-1-[(3S)-2-oxopiperidin-3-yl]butan-2-yl}-3-cyclopropyl-L-alaninamide ClCC([C@H](C[C@H]1C(NCCC1)=O)NC([C@@H](N)CC1CC1)=O)=O